ClC1=NC=C(C=C1NS(=O)(=O)C)C=1C=C2C(=NC=NC2=CC1)NC(C)C1=C(C=CC=C1)O N-(2-chloro-5-(4-((1-(2-hydroxy-phenyl)ethyl)amino)-quinazolin-6-yl)-pyridin-3-yl)methanesulfonamide